C(C)(C)(C)OC(=O)N1CC(=CCC1)C#CC1=C(C(=CC(=C1F)C(=O)OC)Br)N Tert-butyl-3-((2-amino-3-bromo-6-fluoro-5-(methoxycarbonyl)phenyl)ethynyl)-5,6-dihydropyridine-1(2H)-carboxylate